rac-5-[4-amino-2-(N-(2-amino-1-methyl-2-oxoethyl)-4-fluoro-anilino)thiazole-5-carbonyl]-N-(2-tert-butoxyethyl)isoxazole-3-carboxamide NC=1N=C(SC1C(=O)C1=CC(=NO1)C(=O)NCCOC(C)(C)C)N(C1=CC=C(C=C1)F)[C@@H](C(=O)N)C |r|